1,2-diacetoxybutane C(C)(=O)OCC(CC)OC(C)=O